C1(CC1)COC1=CC=C(N=N1)NC([C@H](C)N1CC(C(CC1)(F)F)C=1C=C(C(NC1)=O)C(C)NC(OCC1=CC=CC=C1)=O)=O benzyl (1-(5-(1-((s)-1-((6-(cyclopropylmethoxy)pyridazin-3-yl)amino)-1-oxopropan-2-yl)-4,4-difluoropiperidin-3-yl)-2-oxo-1,2-dihydropyridin-3-yl)ethyl)carbamate